ClC1=C(C=CC=C1)CC(=O)NC1=CC(=C(C=C1)COC1=CC(=CC=C1)S(=O)(=O)C)S(N)(=O)=O 2-(2-chlorophenyl)-N-(4-((3-(methylsulfonyl)phenoxy)methyl)-3-sulfamylphenyl)acetamide